FC1=CC=CC2=C1C(N(N=N2)[C@H](C)[C@@](CN2N=CN=C2)(O)C2=C(C=C(C=C2)F)F)=O 5-fluoro-3-[(2R,3R)-3-(2,4-difluorophenyl)-3-hydroxy-4-(1,2,4-triazol-1-yl)-2-butyl]1,2,3-benzotriazin-4-one